BrC1=C(N(N=C1)C)C=1C=C(C=CC1OC)NC(=O)NC1=C(C=C(C=C1)Cl)N1CCC(CC1)C 1-[3-(4-Bromo-2-methyl-2H-pyrazol-3-yl)-4-methoxy-phenyl]-3-[4-chloro-2-(4-methyl-piperidin-1-yl)-phenyl]-urea